C(C)NC(=O)C1=NOC(=C1)C1=C(C=C(C(=C1)Cl)OCC1=CC=CC=C1)OCC1=CC=CC=C1 5-(2,4-Bis-benzyloxy-5-chlorophenyl)-isoxazole-3-carboxylic Acid Ethylamide